CC(C)OC(C(=C(C1=CC=CC=C1)C1=CC=CC=C1)C#N)=O (2-propyl)-2-cyano-3,3-diphenylacrylate